N-{(2S,3R)-2-[(2,2'-difluoro-3'-methyl[1,1'-biphenyl]-3-yl)methyl]-4,4-difluoro-1-[(2R)-oxetane-2-carbonyl]pyrrolidin-3-yl}cyclopropanesulfonamide FC1=C(C=CC=C1C[C@@H]1N(CC([C@@H]1NS(=O)(=O)C1CC1)(F)F)C(=O)[C@@H]1OCC1)C1=C(C(=CC=C1)C)F